octacosanyl laurate C(CCCCCCCCCCC)(=O)OCCCCCCCCCCCCCCCCCCCCCCCCCCCC